2-(methylamino)ethane-1-sulfonamide CNCCS(=O)(=O)N